4-(4-methoxy-2-oxo-2,3-dihydro-1H-1,3-benzodiazol-1-yl)cyclohexane-1-carboxylic acid COC1=CC=CC=2N(C(NC21)=O)C2CCC(CC2)C(=O)O